4-(((3aR,5s,6aS)-5-(6-chloro-3-(2-methoxypyridin-4-yl)-1H-indazol-5-yl)hexahydrocyclopenta[c]pyrrol-2(1H)-yl)methyl)-2-methylthiazole ClC1=C(C=C2C(=NNC2=C1)C1=CC(=NC=C1)OC)C1C[C@@H]2[C@@H](CN(C2)CC=2N=C(SC2)C)C1